CC1=CC2=C(NC(=N2)C2=NNC=C2NC=2C3=C(N=CN2)NC=C3)C=C1 N-(3-(5-methyl-1H-benzo[d]imidazol-2-yl)-1H-pyrazol-4-yl)-7H-pyrrolo[2,3-d]pyrimidin-4-amine